2,4-dichloro-6-chloromethyl-phenol ClC1=C(C(=CC(=C1)Cl)CCl)O